3-(aminomethyl)cyclohexane-1-ol methyl-5-(methylamino)-3-[4-(8-methyl-3,8-diazabicyclo[3.2.1]octan-3-yl)anilino]-6-(3-methylimidazo[4,5-c]pyridin-7-yl)pyrazine-2-carboxylate CN1C(C(=NC(=C1C=1C2=C(C=NC1)N(C=N2)C)NC)NC2=CC=C(C=C2)N2CC1CCC(C2)N1C)C(=O)OC1CC(CCC1)CN